COC=1C=C(C=CC1)C1=NN(C=C1)C1=CC(=NC(=N1)OCC1OCCC1)N1CCOCC1 4-(6-(3-(3-methoxyphenyl)-1H-pyrazol-1-yl)-2-((tetrahydrofuran-2-yl)methoxy)pyrimidin-4-yl)morpholine